C(C)OC(C(C(=O)OCC)(OC[C@H]1O[C@H]([C@@H]([C@]1(C#C)OC(C)=O)OC(C)=O)N1C2=NC(=NC(=C2N=C1)NO)Cl)CC1=CC=CC=C1)=O 2-benzyl-2-(((2r,3r,4r,5r)-3,4-diacetoxy-5-(2-chloro-6-(hydroxyamino)-9H-purin-9-yl)-3-ethynyl-tetrahydrofuran-2-yl)methoxy)malonic acid diethyl ester